(S)-2-chloro-N,N-dimethyl-5-(piperidin-3-ylamino)benzamide ClC1=C(C(=O)N(C)C)C=C(C=C1)N[C@@H]1CNCCC1